5-amino-7-(3-cyanophenyl)-N-ethyl-8-(3-methylpyridin-4-yl)imidazo[1,2-c]pyrimidine-2-carboxamide NC1=NC(=C(C=2N1C=C(N2)C(=O)NCC)C2=C(C=NC=C2)C)C2=CC(=CC=C2)C#N